[Al].NC1=C(C=C(C(=O)NC2CCN(CC2)C(CC)=O)C=C1)OC 4-amino-3-methoxy-N-(1-propionylpiperidin-4-yl)benzamide aluminium